Methyl (2S)-2-bromopropanoate Br[C@H](C(=O)OC)C